[Si](C1=CC=CC=C1)(C1=CC=CC=C1)(C(C)(C)C)OCCC#CC1N(C2=NC=CC=C2C=C1)C(=O)OCC ethyl 2-(4-((tert-butyldiphenylsilyl)oxy)but-1-yn-1-yl)-1,8-naphthyridine-1(2H)-carboxylate